NC=1SC=C(N1)C(C(=O)NC1C2SCC=C(N2C1=O)C(=O)O)=CCC(=O)O 7-[[2-(2-amino-4-thiazolyl)-4-carboxy-1-oxo-2-butenyl]amino]-8-oxo-5-thia-1-azabicyclo[4.2.0]oct-2-ene-2-carboxylic acid